(2R,3S)- and (2S,3S)-3-(3-Methoxyphenyl)-N,N,2-trimethylpentan-1-amine COC=1C=C(C=CC1)[C@H]([C@H](CN(C)C)C)CC |&1:9|